[O-2].[Ce+3].[Y+3].[Bi+3] bismuth yttrium cerium oxide